5-(2-chlorophenyl)-7-fluoro-8-methoxy-3-methyl-2,10-dihydrobenzo[e]pyrazolo[4,3-b][1,4]diazepine ClC1=C(C=CC=C1)C=1C2=C(NC=3C(N1)=C(NN3)C)C=C(C(=C2)F)OC